tert-butyl 7-(2-{[3-(trifluoromethyl)phenyl]formamido}acetyl)-2,7-diazaspiro[4.4]nonane-2-carboxylate FC(C=1C=C(C=CC1)C(=O)NCC(=O)N1CC2(CCN(C2)C(=O)OC(C)(C)C)CC1)(F)F